C(C)(C)(C)C=1N=CN(C1)C1=C(C=C(C=C1)NC(CC1=C(C=CC=C1)Cl)=O)S(N)(=O)=O N-[4-(4-tert-butyl-1H-imidazol-1-yl)-3-sulfamoylphenyl]-2-(2-chlorophenyl)acetamide